C(C)(C)C1=CC=C(C=C1)C1=CC=C(C(=N1)N1C(C[C@@H](C1)C)(C)C)C(=O)NS(=O)(=O)C=1C(NC=CC1)=O 6-(4-Isopropylphenyl)-N-[(2-oxo-1H-pyridin-3-yl)sulfonyl]-2-[(4S)-2,2,4-trimethylpyrrolidin-1-yl]pyridin-3-carboxamid